N,N'-difluoro-2,2'-bipyridine FN1C(C=CC=C1)=C1N(C=CC=C1)F